Barium aluminum silicon [Si].[Al].[Ba]